C(C)N(C1=CC=C(C=C2C(C3=CC=C(C=C3C2)O)=O)C=C1)CC 2-(4-(diethylamino)benzylidene)-5-hydroxy-2,3-dihydro-1H-inden-1-one